N-(2-bromo-3-methoxy-6-(p-toluenesulfonyl)phenyl)benzamide BrC1=C(C(=CC=C1OC)S(=O)(=O)C1=CC=C(C)C=C1)NC(C1=CC=CC=C1)=O